Cl.C(C1=CC=CC=C1)OC([C@@H](N)C)=O L-alanine benzyl ester HCl salt